NC1=C(C(=O)O)C=C(C=C1)C(F)(F)F amino-5-(trifluoromethyl)benzoic acid